C(C)NC(CN1N=C(C=CC1=O)C=1C=NC(=NC1)OCC(F)(F)F)=O N-ethyl-2-(6-oxo-3-(2-(2,2,2-trifluoroethoxy)pyrimidin-5-yl)pyridazin-1(6H)-yl)acetamide